1-vinyl-2,3-dimethylimidazole ethanesulfonate C(C)S(=O)(=O)O.C(=C)N1C(N(C=C1)C)C